11-Methyltritriacontane CC(CCCCCCCCCC)CCCCCCCCCCCCCCCCCCCCCC